Cl.OC=1C=C(C(=O)OC2=C(C(=CC=C2)O)O)C=C(C1O)O 2,3-dihydroxyphenyl 3,4,5-trihydroxybenzoate hydrochloride salt